methyl 3-bromo-1-(6-((tert-butoxycarbonyl) amino) hexyl)-1H-pyrazole-5-carboxylate BrC1=NN(C(=C1)C(=O)OC)CCCCCCNC(=O)OC(C)(C)C